CC1=C(C=C2CCC(NC2=C1C)=O)NC(=O)C1=C(C=NC=C1)CC N-(7,8-dimethyl-2-oxo-3,4-dihydro-1H-quinolin-6-yl)-3-ethyl-pyridine-4-carboxamide